C(C)(C)(C)OC(=O)N1CCC(CC1)CNC1=C(C=NC2=NC(=CC=C12)OC)C(=O)O 4-(((1-(tert-butoxycarbonyl)piperidin-4-yl)methyl)amino)-7-methoxy-1,8-naphthyridine-3-carboxylic acid